3-(5-(5-((4'-fluoro-5,5-dimethyl-3,4,5,6-tetrahydro-[1,1'-biphenyl]-2-yl)methyl)Octahydropyrrolo[3,4-c]pyrrole-2-carbonyl)-1-oxoisoindolin-2-yl)piperidine-2,6-dione FC1=CC=C(C=C1)C1=C(CCC(C1)(C)C)CN1CC2C(C1)CN(C2)C(=O)C=2C=C1CN(C(C1=CC2)=O)C2C(NC(CC2)=O)=O